6-(2-aminospiro[3.5]non-7-yl)-5-(4-methoxyphenyl)-7-methyl-7H-pyrrolo[2,3-d]pyrimidin-4-amine NC1CC2(C1)CCC(CC2)C2=C(C1=C(N=CN=C1N)N2C)C2=CC=C(C=C2)OC